(S)-N-(8-(4-hydroxy-3,3-dimethylbut-1-yn-1-yl)-5-methyl-4-oxo-2,3,4,5-tetrahydropyrido[3,2-b][1,4]oxazepin-3-yl)-4-phenoxypyridineamide OCC(C#CC1=CC=2OC[C@@H](C(N(C2N=C1)C)=O)NC(=O)C1=NC=CC(=C1)OC1=CC=CC=C1)(C)C